1,3-diallyl-thiourea C(C=C)NC(=S)NCC=C